ethyl 7-bromo-5-iodo-2-methoxyquinoline-3-carboxylate BrC1=CC(=C2C=C(C(=NC2=C1)OC)C(=O)OCC)I